3-(4-chlorobenzyloxy)-N-(pyridin-3-yl)thiophene-2-carboxamide ClC1=CC=C(COC2=C(SC=C2)C(=O)NC=2C=NC=CC2)C=C1